NC1CCN(CC1)C1=NC(=C2N=CN(C2=N1)C(C)C)NCC=1C(=NC=CC1)N1C[C@H](N([C@H](C1)C)C)C 2-(4-aminopiperidin-1-yl)-9-isopropyl-N-((2-((3R,5S)-3,4,5-trimethylpiperazin-1-yl)pyridin-3-yl)methyl)-9H-purin-6-amine